(R)-1-(3,3-difluoro-4-((5-(1-(3-fluoropropyl)-1H-benzo[d][1,2,3]triazol-6-yl)-4-methoxypyrrolo[2,1-f][1,2,4]triazin-2-yl)amino)piperidin-1-yl)-2-hydroxyethan-1-one FC1(CN(CC[C@H]1NC1=NN2C(C(=N1)OC)=C(C=C2)C=2C=CC1=C(N(N=N1)CCCF)C2)C(CO)=O)F